3-hydroxyethyl-5-methyl-triazine OCCN1NN=CC(=C1)C